((1R)-1-(3-((4-methoxyphenyl)amino)-2-methyl-3-oxopropanamido)-2-(p-tolyl)ethyl)boronic acid COC1=CC=C(C=C1)NC(C(C(=O)N[C@@H](CC1=CC=C(C=C1)C)B(O)O)C)=O